C(C)(C)(C)OC(=O)N1CC2C(C2C1=O)C(NC=1N=CC2=C(N=C(C=C2C1)Cl)Cl)=O exo-6-[(6,8-dichloro-2,7-naphthyridin-3-yl)carbamoyl]-4-oxo-3-azabicyclo[3.1.0]Hexane-3-carboxylic acid tert-butyl ester